N=1C=NN2C1C=C(C=C2)OC2=C(C=C(C=C2)NC2=NC=NN1C2=C(C=C1)[C@H]1CN(CCC1)C(\C=C\CN(C)C)=O)C (S,E)-1-(3-(4-((4-([1,2,4]triazolo[1,5-a]pyridin-7-yloxy)-3-methylphenyl)amino)pyrrolo[2,1-f][1,2,4]triazin-5-yl)piperidin-1-yl)-4-(dimethylamino)but-2-en-1-one